FC=1C=C(C=CC1[N+](=O)[O-])C(C(=O)O)C 2-(3-fluoro-4-nitrophenyl)propionic acid